methyl 3-oxo-2,7-diphenyl-2-azabicyclo[4.1.0]heptene-7-carboxylate O=C1N(C=2C(C2CC1)(C(=O)OC)C1=CC=CC=C1)C1=CC=CC=C1